6-acetyl-8-cyclopentyl-5-methyl-2-[[5-(1-piperazinyl)-2-Pyridyl]amino]pyrido[2,3-d]pyrimidin-7(8H)-one C(C)(=O)C1=C(C2=C(N=C(N=C2)NC2=NC=C(C=C2)N2CCNCC2)N(C1=O)C1CCCC1)C